2-chloro-4-((2-fluoro-6-(trifluoromethyl)phenyl)amino)pyrimidine-5-carbonitrile ClC1=NC=C(C(=N1)NC1=C(C=CC=C1C(F)(F)F)F)C#N